6-[5-(3-Bromophenyl)-1H-pyrazol-3-yl]quinoxaline BrC=1C=C(C=CC1)C1=CC(=NN1)C=1C=C2N=CC=NC2=CC1